C=C(CO)\C=C(/C)\C1C(C(=CC1)C)(C)C (E)-2-methylene-4-(2,2,3-trimethylcyclopent-3-en-1-yl)pent-3-en-1-ol